N-(1-(dimethylamino)propan-2-yl)-9-methoxy-5,6-dimethyl-6H-pyrido[4,3-b]carbazole-1-carboxamide CN(CC(C)NC(=O)C1=NC=CC2=C(C=3N(C=4C=CC(=CC4C3C=C21)OC)C)C)C